2-((S)-1-propenoyl-4-(7-(1,3-dioxoisoindolin-4-yl)-2-(((S)-1-methylpyrrolidin-2-yl)methoxy)-5,6,7,8-tetrahydropyrido[3,4-d]pyrimidin-4-yl)piperazin-2-yl)acetonitrile C(C=C)(=O)N1[C@H](CN(CC1)C=1C2=C(N=C(N1)OC[C@H]1N(CCC1)C)CN(CC2)C2=C1C(NC(C1=CC=C2)=O)=O)CC#N